10-bromo-N-((3S,4S,6R)-4-(3,4-difluorophenyl)-6-(3-(pyrrolidin-1-yl)propyl)piperidin-3-yl)-5,6-dihydropyrazolo[1,5-d]thieno[3,2-f][1,4]oxazepine-2-carboxamide BrC=1C=NN2CCOC3=C(C21)C=C(S3)C(=O)N[C@@H]3CN[C@@H](C[C@H]3C3=CC(=C(C=C3)F)F)CCCN3CCCC3